ClC1=CC2=C(C(=N1)N1C(COCC1)C)N=CN2S(=O)(=O)C 4-(6-chloro-1-(methylsulfonyl)-1H-imidazo[4,5-c]pyridin-4-yl)-3-methylmorpholine